COC(/C=C/C(C(=O)O)=O)=O (3E)-5-methoxy-2,5-dioxopent-3-enoic acid